P(=O)([O-])([O-])[O-].[W+4].[Li+] lithium tungsten phosphate